5-Bromo-N-(3-fluoro-4-{[2-(5-{[(2-methoxyethyl)amino]methyl}pyridin-2-yl)thieno[3,2-b]pyridin-7-yl]oxy}phenyl)-1-(4-fluorophenyl)-2-oxo-1,2-dihydropyridine-3-carboxamide BrC=1C=C(C(N(C1)C1=CC=C(C=C1)F)=O)C(=O)NC1=CC(=C(C=C1)OC1=C2C(=NC=C1)C=C(S2)C2=NC=C(C=C2)CNCCOC)F